ClC1=C(CC=2NC=C(N2)C2=CC=CC=C2)C=CC(=C1)Cl 2-(2,4-dichlorobenzyl)-4-phenyl-1H-imidazole